4-(2-phenyl-benzooxazol-6-yl)aniline C1(=CC=CC=C1)C=1OC2=C(N1)C=CC(=C2)C2=CC=C(N)C=C2